FC=1C=CC(=NC1)NC(=O)C=1C=2N(C=C(C1)OC=1C=NC=C(C1)F)C=NN2 N-(5-fluoropyridin-2-yl)-6-(5-fluoropyridin-3-yl)oxy-[1,2,4]triazolo[4,3-a]pyridine-8-carboxamide